(4-((1-(5-amino-2-fluoro-3-(trifluoromethyl)phenyl)ethyl)amino)-2-methyl-6-(methylamino)quinazoline-7-yl)(morpholino)methanone NC=1C=C(C(=C(C1)C(C)NC1=NC(=NC2=CC(=C(C=C12)NC)C(=O)N1CCOCC1)C)F)C(F)(F)F